BrC1=CC=C(C=C1)N1NC=CC1=O 2-(4-bromophenyl)-1,2-dihydro-3H-pyrazol-3-one